ethyl 1-(1-(4-methoxybenzyl)-2-carbonyl-1,2-dihydrobenzo[cd]indol-6-yl)-5-(trifluoromethyl)-1H-pyrazole-4-carboxylate COC1=CC=C(CN2C(C3=C4C(C(=CC=C24)N2N=CC(=C2C(F)(F)F)C(=O)OCC)=CC=C3)=C=O)C=C1